benzyl (trans-4-((4-(4-hydroxyazepan-1-yl)-5-(trifluoromethyl)pyrimidin-2-yl)amino)cyclohexyl)(5-(2-methoxypyrimidin-5-yl)pyridin-2-yl)carbamate OC1CCN(CCC1)C1=NC(=NC=C1C(F)(F)F)N[C@@H]1CC[C@H](CC1)N(C(OCC1=CC=CC=C1)=O)C1=NC=C(C=C1)C=1C=NC(=NC1)OC